(1-amino-1-oxo-3-((1S,4R,5S)-3-oxo-2-azabicyclo[3.1.0]hex-4-yl)propan-2-yl)carbamic acid tert-butyl ester C(C)(C)(C)OC(NC(C(=O)N)C[C@H]1C(N[C@H]2C[C@@H]12)=O)=O